[Cl-].N1=CC(=CC=C1)N[NH3+] 2-(pyridin-3-yl)hydrazinium chloride